N-pyrimidin-4-yl-6-[rac-(1S,2S,4S)-2-pyrrolidin-1-yl-4-[3-(trifluoromethyl)-phenyl]cyclohexoxy]pyridine-3-sulfonamide formate salt C(=O)O.N1=CN=C(C=C1)NS(=O)(=O)C=1C=NC(=CC1)O[C@@H]1[C@H](C[C@H](CC1)C1=CC(=CC=C1)C(F)(F)F)N1CCCC1 |r|